(3S,4R)-3-fluoro-4-methoxypiperidin F[C@H]1CNCC[C@H]1OC